5-(benzyloxy)-2-[4-(benzyloxy)phenyl]-3-methyl-1-[[4-(triphenylmethoxy)phenyl]methyl]-1H-indole C(C1=CC=CC=C1)OC=1C=C2C(=C(N(C2=CC1)CC1=CC=C(C=C1)OC(C1=CC=CC=C1)(C1=CC=CC=C1)C1=CC=CC=C1)C1=CC=C(C=C1)OCC1=CC=CC=C1)C